[(4S)-1-[[3-[[(4S)-chroman-4-yl]carbamoyl]-5-fluoro-phenyl]methyl]-4-ethyl-6-oxo-4-(trifluoromethyl)hexahydropyrimidin-2-ylidene]ammonium O1CC[C@@H](C2=CC=CC=C12)NC(=O)C=1C=C(C=C(C1)F)CN1C(N[C@@](CC1=O)(C(F)(F)F)CC)=[NH2+]